Allyl-1,2,4-triazine-3,5(2H,4H)-dione C(C=C)N1N=CC(NC1=O)=O